(S)-2-(4-chlorophenyl)-1-(4-((5R,7R)-7-hydroxy-5-methyl-6,7-dihydro-5H-cyclopenta[d]pyrimidin-4-yl)piperazin-1-yl)-2-((R)-2-azaspiro[4.4]non-1-yl)ethan-1-one ClC1=CC=C(C=C1)[C@H](C(=O)N1CCN(CC1)C=1C2=C(N=CN1)[C@@H](C[C@H]2C)O)[C@H]2NCCC21CCCC1